6-(((1R,4R)-5-(tert-Butoxycarbonyl)-2,5-diazabicyclo[2.2.1]heptan-2-yl)methyl)thieno[2,3-b]pyridine-2-carboxylic acid C(C)(C)(C)OC(=O)N1[C@H]2CN([C@@H](C1)C2)CC2=CC=C1C(=N2)SC(=C1)C(=O)O